COC(CCCCCC\C=C\C=O)=O.FC=1C(=NC=C(C1)F)C1=C(N)C=CC=C1 2-(3,5-difluoropyridin-2-yl)aniline methyl-(E)-10-oxodec-8-enoate